2-Chloro-7-isopropyl-3-methoxy-11-oxo-6,7-dihydro-11H-benzo[f]pyrido[1,2-d][1,4]oxazepine-10-carboxylic acid ClC=1C(=CC2=C(C=3N(C(CO2)C(C)C)C=C(C(C3)=O)C(=O)O)C1)OC